(1S,4R,5R,6S)-N-((2-(2,6-dioxopiperidin-3-yl)-1,3-dioxoisoindolin-4-yl)methyl)-5,6-dihydroxybicyclo[2.2.1]heptane-2-carboxamide O=C1NC(CCC1N1C(C2=CC=CC(=C2C1=O)CNC(=O)C1[C@H]2[C@@H]([C@@H]([C@@H](C1)C2)O)O)=O)=O